NC=1C=2N(C3=CC(=C(C=C3N1)F)C(=O)N1[C@@H]3[C@H](CCC1)OCC=1C=C(C=CC13)C=1C=NN(C1)C(F)(F)F)C=NC2 |r| Rac-(4-amino-7-fluoroimidazo[1,5-a]quinoxalin-8-yl)((4aS,10bS)-8-(1-(trifluoromethyl)-1H-pyrazol-4-yl)-2,3,4,4a,6,10b-hexahydro-1H-isochromeno[4,3-b]pyridin-1-yl)methanone